NC(CC[C@H]1CC(N(C1)C(=O)OC(C)(C)C)(C)C)CC1=NC=C(C=C1)Br tert-Butyl (4S)-4-[3-amino-4-(5-bromo-2-pyridyl)butyl]-2,2-dimethyl-pyrrolidine-1-carboxylate